ClC1=NC(=C2N=CN(C2=N1)[C@H]1[C@@H]([C@@H]([C@]2(CC12)C(=O)NC)O)O)NCC1=CC(=CC=C1)Cl (1R,2R,3S,4R)-4-(2-chloro-6-((3-chlorobenzyl)amino)-9H-purin-9-yl)-2,3-di-hydroxy-N-methylbicyclo[3.1.0]hexane-1-carboxamide